N-cyclopropyl-3-(1-{5H,6H,7H,8H-imidazo[1,2-a]pyridin-3-yl}-1H-pyrazol-4-yl)-4-methylbenzamide C1(CC1)NC(C1=CC(=C(C=C1)C)C=1C=NN(C1)C1=CN=C2N1CCCC2)=O